ClC1=C2CN(C(C2=CC(=C1)I)=O)C1C(N(C(CC1)=O)COCC[Si](C)(C)C)=O 3-(4-chloro-6-iodo-1-oxoisoindolin-2-yl)-1-((2-(trimethylsilyl)ethoxy)methyl)piperidine-2,6-dione